FC1(C[C@@H](CC1)N1C(N([C@@H](C1)C#N)C1=CN=CC2=CC=CC=C12)=O)F |o1:3| (S)-1-((R or S)-3,3-difluorocyclopentyl)-3-(isoquinolin-4-yl)-2-oxoimidazoline-4-carbonitrile